N2-(tert-butoxycarbonyl)-N6-stearoyl-L-lysine C(C)(C)(C)OC(=O)N[C@@H](CCCCNC(CCCCCCCCCCCCCCCCC)=O)C(=O)O